(S)-ethyl 1-(2-((tert-butoxycarbonyl) amino) propyl)-5-methyl-1H-pyrrole-3-carboxylate C(C)(C)(C)OC(=O)N[C@H](CN1C=C(C=C1C)C(=O)OCC)C